N(N)C1=CC=CC=2C1=NON2 7-hydrazino-2,1,3-benzoxadiazole